C(N)(=O)C1CCN(CC1)C(=O)OC1=CC=CC=C1 phenyl 4-carbamoylpiperidine-1-carboxylate